C(C)(C)N1N=CC=2C1=NC(=NC2NC=2N=CN(C2)C2=CC(=C(C(=C2)OC)OC)OC)C(=C)C 1-isopropyl-6-(prop-1-en-2-yl)-N-(1-(3,4,5-trimethoxyphenyl)-1H-imidazol-4-yl)-1H-pyrazolo[3,4-d]Pyrimidine-4-amine